N1=CC(=CC=C1)CO (pyridin-3-yl)-(R/S)-methanol